C(C=C)OC1=CC=C(C(=C1[C@H]1CN=C(C1)NNCC)Cl)Cl (S)-3-(6-(allyloxy)-2,3-dichlorophenyl)-5-(2-ethylhydrazino)-3,4-dihydro-2H-pyrrole